2-(2-(4-ethoxyphenyl)-1-methyl-1H-benzimidazol-5-yl)-5-(morpholin-4-yl)isoindolin-1-one C(C)OC1=CC=C(C=C1)C1=NC2=C(N1C)C=CC(=C2)N2C(C1=CC=C(C=C1C2)N2CCOCC2)=O